3-(3-((3-chlorobenzyl)oxy)-4-(ethylsulfonamido)phenyl)-5-(pyrazin-2-ylamino)-1H-pyrazole-4-carboxamide ClC=1C=C(COC=2C=C(C=CC2NS(=O)(=O)CC)C2=NNC(=C2C(=O)N)NC2=NC=CN=C2)C=CC1